NC=1SC2=C(C1C#N)C(=CC=C2F)C2=C(C=C1C(=NC(=NC1=C2F)OCC2CCOCC2)N2CC1CCC(C2)N1)C(F)(F)F 2-amino-4-[4-(3,8-diazabicyclo[3.2.1]octan-3-yl)-8-fluoro-2-(tetrahydropyran-4-ylmethoxy)-6-(trifluoromethyl)quinazolin-7-yl]-7-fluoro-benzothiophene-3-carbonitrile